[NH4+].N[C@@H](CCC(N)=O)C(=O)[O-] glutamine ammonium salt